N,1-Dimethylindol-6-amine CNC1=CC=C2C=CN(C2=C1)C